CC=1C=C2C(=C3CCCCC3=C(C2=CC1)OC(C(=C)C)=O)OC1=CC=CC=C1 6-methyl-9-methacryloyloxy-10-phenoxy-1,2,3,4-tetrahydroanthracene